(-)-Car-3-en-2-one CC1=CCC2C(C1=O)C2(C)C